(S)-5-(4-((5-fluoro-2-methyl-3-oxo-4H-quinoxalin-6-yl)methyl)-2-methylpiperazin-1-yl)-N,6-dimethylpyridine-2-carboxamide FC1=C2NC(C(=NC2=CC=C1CN1C[C@@H](N(CC1)C=1C=CC(=NC1C)C(=O)NC)C)C)=O